C1N(CCC2=CC=CC=C12)C[C@H](CN1CCOC2=C(C1=O)C=CC(=C2)C#CC=2C=NC=CC2)O 4-[(2R)-3-(3,4-dihydro-1H-isoquinolin-2-yl)-2-hydroxy-propyl]-8-[2-(3-pyridyl)ethynyl]-2,3-dihydro-1,4-benzoxazepin-5-one